(E)-1-(2,3,5,6-tetrafluoro-4-(methylthio)phenyl)ethan-1-one oxime FC1=C(C(=C(C(=C1F)SC)F)F)/C(/C)=N/O